CC1=C(C=CC=C1[N+](=O)[O-])[N+](=O)[O-] 4-methyl-3,5-dinitrobenzene